(S)-3-(3-(2,6-difluorophenyl)-5-(3-(trifluoromethyl)phenylsulfonyl)-6a,7,9,10-tetrahydro-5H-pyrazino[1,2-a]pyrido[3,2-e]pyrazin-8(6H)-yl)propionic acid FC1=C(C(=CC=C1)F)C1=CC=2N(C[C@H]3N(C2N=C1)CCN(C3)CCC(=O)O)S(=O)(=O)C3=CC(=CC=C3)C(F)(F)F